NC=1C(=NC(=CC1C1=C(C(=CC=C1C)OC)C)C=1OC=CC1)C(=O)N 3-amino-6-(2-furyl)-4-(3-methoxy-2,6-dimethyl-phenyl)pyridine-2-carboxamide